5-HYDROXY-2-PYRIMIDINECARBOXYLIC ACID OC=1C=NC(=NC1)C(=O)O